3-Chloro-2-(2-chloroethoxy)-5-(2-(4-((2-(9-(piperidin-4-ylmethyl)-3,9-diAzaspiro[5.5]undecan-3-yl)pyrimidin-4-yl)methoxy)phenyl)propan-2-yl)benzonitrile ClC=1C(=C(C#N)C=C(C1)C(C)(C)C1=CC=C(C=C1)OCC1=NC(=NC=C1)N1CCC2(CC1)CCN(CC2)CC2CCNCC2)OCCCl